2-(methyl-d3)-[1,2,4]triazolo[4,3-a]pyridin-3(2H)-one C(N1N=C2N(C=CC=C2)C1=O)([2H])([2H])[2H]